C(#N)C=1C=C(C=CC1OCC(C)C)C1=NC2=C(N1CC)C=CC(=C2)C(=O)OC Methyl 2-(3-cyano-4-isobutoxyphenyl)-1-ethyl-1H-benzo[d]imidazole-5-carboxylate